BrC(C1=CC=C(C=C1)C)Br α,α-dibromo-p-xylene